ClC1=C(C=CC=C1OC)C1=CC2=C(N=C(N=C2)N[C@H]2[C@H](COC2)NC(C=C)=O)C(=N1)NCC1N(CCC1)C N-((3R,4S)-4-((6-(2-chloro-3-methoxyphenyl)-8-(((1-methylpyrrolidin-2-yl)methyl)amino)pyrido[3,4-d]pyrimidin-2-yl)amino)tetrahydrofuran-3-yl)acrylamide